Cl.BrCC1=C(C(=NN1C)CN1CCOCC1)C=1C=CC=C2C(=C(N(C12)CCCNC)C(=O)OCC)CCCOC1=CC=CC2=CC=CC=C12 ethyl 7-[5-(bromomethyl)-1-methyl-3-(morpholin-4-ylmethyl)-1H-pyrazol-4-yl]-1-[3-(methylamino)propyl]-3-[3-(naphthalen-1-yloxy)propyl]-1H-indole-2-carboxylate hydrochloric acid salt